OCCCC1=CC(N(N1)C1=CC=CC=C1)=O 5-(3-hydroxypropyl)-2-phenyl-1H-pyrazol-3-one